(6-(acryloyloxy)dodecyloxy)benzoic acid C(C=C)(=O)OC(CCCCCOC1=C(C(=O)O)C=CC=C1)CCCCCC